2-fluoro-N-((R)-1-((S)-4-(4-fluorophenyl)-2-methyl-2,8-diazaspiro[4.5]-decan-8-yl)-3-methyl-1-oxobutan-2-yl)-5-(trifluoromethyl)benzamide FC1=C(C(=O)N[C@@H](C(=O)N2CCC3([C@@H](CN(C3)C)C3=CC=C(C=C3)F)CC2)C(C)C)C=C(C=C1)C(F)(F)F